Cl.FC=1C=C(OC2CNC2)C=C(C1)F 3-(3,5-difluorophenoxy)azetidine hydrochloride